[N+](=O)([O-])C=1SC(=C(C1Cl)[N+](=O)[O-])OC 2,4-dinitro-5-methoxy-thiophenyl chloride